N1N=C(N=C1)N 1,2,4-triazol-3-ylamine